zinc fluoride magnesium [Mg+2].[F-].[Zn+2].[F-].[F-].[F-]